1-ethyl-6-fluoro-7-(4-(4-(5-methyl-1,2,4-oxadiazol-3-yl)benzyl)piperazin-1-yl)-4-oxo-1,4-dihydroquinoline-3-carboxylic acid C(C)N1C=C(C(C2=CC(=C(C=C12)N1CCN(CC1)CC1=CC=C(C=C1)C1=NOC(=N1)C)F)=O)C(=O)O